3-((1-(4-chloro-3-(trifluoromethyl)phenyl)-3-azabicyclo[3.1.0]hex-3-yl)carbonyl)-1,5,7-trimethyl-1,5-dihydro-4H-pyrrolo[3,2-c]pyridin-4-one ClC1=C(C=C(C=C1)C12CN(CC2C1)C(=O)C1=CN(C2=C1C(N(C=C2C)C)=O)C)C(F)(F)F